2-hydroxyoxirane-2-carboxylic acid OC1(OC1)C(=O)O